CN([C@@H](C)C(=O)O)C(C=CC1=CC(=C(C=C1)OCC)OC)=O methyl-(3-(4-ethoxy-3-methoxyphenyl)acryloyl)-L-alanine